C(C)C(C(=O)O)CCCC.C(CCC)P(CCCC)(CCCC)CCCC tetrabutyl-phosphine 2-ethyl-hexanoate